NC1CC(CCC1)N 1,3-Di-aminocyclohexan